(E)-5-(4-(1H-imidazol-1-yl)styryl)-2-hydroxy-3-methoxybenzaldehyde N1(C=NC=C1)C1=CC=C(/C=C/C=2C=C(C(=C(C=O)C2)O)OC)C=C1